N-(3-chloro-2-methylphenyl)-2H-benzopyran-3-carboxamide ClC=1C(=C(C=CC1)NC(=O)C=1COC2=C(C1)C=CC=C2)C